C1(CCCCC1)CS(=O)(=O)NC1=CC=C(C=C1)C1=C2C(=NC=C1)NC=C2 4-(4-((cyclohexylmethyl)sulfonamido)phenyl)-1H-pyrrolo[2,3-b]pyridin